C(C)(C)OC=1C(=CC2=CN(N=C2C1)C(C)CCOC)C(=O)OC methyl 6-isopropoxy-2-(4-methoxybut-2-yl)-2H-indazole-5-carboxylate